ClCC(=O)NCCCC[C@H](N)C(=O)O Nε-(2-chloro-acetyl)-lysine